(R)-tert-butyl 3-((S)-1-(4-(3,3-dimethyl-2-oxoindolin-1-yl)piperidin-1-yl)-1-oxo-4-phenylbutan-2-yl carbamoyl)piperidine-1-carboxylate CC1(C(N(C2=CC=CC=C12)C1CCN(CC1)C([C@H](CCC1=CC=CC=C1)NC(=O)[C@H]1CN(CCC1)C(=O)OC(C)(C)C)=O)=O)C